ClC=1C=C(C=C(C1)OCCOC)C=1N(N=C2[C@@H](N(CCC21)C(=O)C2=C(C(=CC=C2)OC)Cl)C)C [(7S)-3-[3-chloro-5-(2-methoxyethoxy)phenyl]-2,7-dimethyl-5,7-dihydro-4H-pyrazolo[3,4-c]pyridin-6-yl]-(2-chloro-3-methoxy-phenyl)methanone